NC=1N=NC(=CC1C1=CC=CC(=N1)C1CCN(CC1)C1CCC(CC1)C1=CC=CC=2N(CCOC21)[C@@H]2C(NC(CC2)=O)=O)C2=C(C=CC=C2)O (3S)-3-[8-[4-[4-[6-[3-amino-6-(2-hydroxyphenyl)pyridazin-4-yl]-2-pyridyl]-1-piperidyl]cyclohexyl]-2,3-dihydro-1,4-benzoxazin-4-yl]piperidine-2,6-dione